C(CCCCCCCCCCC)[NH2+]CC laurylethylammonium